CN1C(=NC2=C(C=C(C=C2C1=O)C)C(C)NC1=C(C(=O)OC)C=CC=C1)N1C[C@@H](OCC1)C methyl 2-[1-[3,6-dimethyl-2-[(2S)-2-methylmorpholin-4-yl]-4-oxo-quinazolin-8-yl]ethylamino]benzoate